Methyl (2R,7aR)-2-fluoro-6-hydroxytetrahydro-1H-pyrrolizine-7a(5H)-carboxylate F[C@@H]1C[C@]2(CC(CN2C1)O)C(=O)OC